COCCOC1=C(C=CC=C1)C1=CC=2C(=CN=C(C2)C2(CC2)C(=O)N)N1C (2-(2-(2-methoxyethoxy)phenyl)-1-methyl-1H-pyrrolo[2,3-c]pyridin-5-yl)cyclopropanecarboxamide